COC1=CC=C(C=C1)C#CC1=C(C=O)C=CC=C1 2-[2-(4-methoxyphenyl)ethynyl]Benzaldehyde